N-[3-(3-chloro-4-cyano-phenoxy)-2,2,4,4-tetramethyl-cyclobutyl]-5-fluoro-pyridine-2-carboxamide ClC=1C=C(OC2C(C(C2(C)C)NC(=O)C2=NC=C(C=C2)F)(C)C)C=CC1C#N